phosphate-cytosine N1C(=O)N=C(N)C=C1.P(=O)(O)(O)O